FC1(CN(CC1)CC1=C(C=CC(=N1)NC=1C=CC(=C2CNC(C12)=O)C1=CN=C2N1C=CC(=C2)F)[C@@H]2COCC2)F (R)-7-((6-((3,3-difluoro-pyrrolidin-1-yl)methyl)-5-(tetrahydrofuran-3-yl)pyridin-2-yl)amino)-4-(7-fluoro-imidazo[1,2-a]pyridin-3-yl)isoindolin-1-one